C(C\C=C\CCCCCCCC\C=C/CCCC)O (3E,13Z)-3,13-octadecadien-1-ol